C(C)(C)(C)C=1C(=C(C(=O)OC2=C(C=C(C=C2)C(C)(C)C)C(C)(C)C)C=C(C1O)C(C)(C)C)CCl 2,4-di-tert-butylphenyl 3,5-di-tert-butyl-2-(chloromethyl)-4-hydroxybenzoate